CN1N=C2C(NCCCC2=C1)=O 2-Methyl-4,5,6,7-tetrahydropyrazolo[3,4-c]azepin-8(2H)-one